N-(8-(methylamino)-5-(3-(methylsulfonyl)phenethyl)-2,7-naphthyridin-3-yl)cyclopropanecarboxamide CNC=1N=CC(=C2C=C(N=CC12)NC(=O)C1CC1)CCC1=CC(=CC=C1)S(=O)(=O)C